2-amino-N,N-ditetradecylacetamide tert-Butyl-(2-(ditetradecylamino)-2-oxoethyl)carbamate C(C)(C)(C)N(C(O)=O)CC(=O)N(CCCCCCCCCCCCCC)CCCCCCCCCCCCCC.NCC(=O)N(CCCCCCCCCCCCCC)CCCCCCCCCCCCCC